C(C)(C)NC(C(=O)C1N(CCC1)C(CNC(=O)C1=CC=NC2=CC=CC=C12)=O)=O N-(2-(2-(2-(Isopropylamino)-2-oxoacetyl)pyrrolidin-1-yl)-2-oxoethyl)quinoline-4-carboxamide